NC(C)(OC1=CC=CC=C1)N diaminophenoxyethane